3-fluoro-4-(5-hydroxy-3-methyl-pyrazol-1-yl)benzoic acid FC=1C=C(C(=O)O)C=CC1N1N=C(C=C1O)C